O=C1NC(CCC1N1C(C2=CC=CC(=C2C1=O)N[C@H](C)C1=CC=C(C=C1)OC(F)(F)F)=O)=O 2-(2,6-dioxopiperidin-3-yl)-4-(((R)-1-(4-(trifluoromethoxy)phenyl)ethyl)amino)isoindoline-1,3-dione